N1C(=CC2=NC=CC=C21)CN (1H-Pyrrolo[3,2-b]pyridin-2-yl)methanamine